4-(2-(4-methoxyphenyl)propan-2-yl)morpholine COC1=CC=C(C=C1)C(C)(C)N1CCOCC1